1-[3-(Dimethylamino)propyl]-3-[4-[[5,5-dimethyl-2,4-dioxo-3-[4-(trifluoromethylsulfanyl)phenyl]imidazolidin-1-yl]methyl]pyridin-2-yl]urea CN(CCCNC(=O)NC1=NC=CC(=C1)CN1C(N(C(C1(C)C)=O)C1=CC=C(C=C1)SC(F)(F)F)=O)C